(3S,4S) or (3R,4R)-1-[4-({6-chloro-7-[3-fluoro-1-(oxetan-3-yl)piperidin-4-yl]quinazolin-2-yl}amino)-5-methyl-1H-pyrazol-1-yl]-2-methylpropan-2-ol ClC=1C=C2C=NC(=NC2=CC1[C@H]1[C@@H](CN(CC1)C1COC1)F)NC=1C=NN(C1C)CC(C)(O)C |o1:11,12|